3-((3-(5-chloro-3-methyl-2-(6-methylpiperidin-3-yloxy)phenyl)-2-methyl-2H-thieno[3,2-c]pyrazol-5-yl)methyl)-6,6-dimethyl-3-azabicyclo[3.1.0]hexane-2,4-dione ClC=1C=C(C(=C(C1)C1=C2C(=NN1C)C=C(S2)CN2C(C1C(C1C2=O)(C)C)=O)OC2CNC(CC2)C)C